C(C=C)(=O)N(CCSSCCN)C(C=C)=O N',N'-bis(acryloyl)cystamine